NC1=NC(=NS1)C1=C2C=CC(=NC2=C(C=C1)C)C(=O)NS(=O)(=O)C1=NC(=CC=C1OC)C1(CCOCC1)C 5-(5-amino-1,2,4-thiadiazol-3-yl)-N-((3-methoxy-6-(4-methyltetrahydro-2H-pyran-4-yl)pyridin-2-yl)sulfonyl)-8-methylquinoline-2-carboxamide